(2R)-2-[[(2R)-2-(tert-butoxycarbonylamino)-3-phenylpropionyl] amino]-4-methylpentanoate C(C)(C)(C)OC(=O)N[C@@H](C(=O)N[C@@H](C(=O)[O-])CC(C)C)CC1=CC=CC=C1